ClC1=C(C(=O)N2CCC(CC2)CN2CCC(CC2)CNC(=O)C2=CC=CC=3NC(=NC32)C(C)C)C=CC=C1 2-isopropyl-1H-benzoimidazole-4-carboxylic acid {1-[1-(2-chlorobenzoyl)piperidin-4-ylmethyl]piperidin-4-ylmethyl}amide